N-(2-ethylhexyl)-2-(3-methoxy-4-hydroxyphenyl)-7-methoxy-3,5-dihydroxyquinolin-4-one C(C)C(CN1C(=C(C(C2=C(C=C(C=C12)OC)O)=O)O)C1=CC(=C(C=C1)O)OC)CCCC